CN1N=CC(=C1)CN1CC(CC1)(C1OCCCC1)CCC1=CC=CC=C1 1-methyl-4-((3-phenethyl-3-(tetrahydro-2H-pyran-2-yl)pyrrolidin-1-yl)methyl)-1H-pyrazole